2-chloro-4-(4-chloro-1H-pyrazol-3-yl)-5-(trifluoromethyl)pyrimidine ClC1=NC=C(C(=N1)C1=NNC=C1Cl)C(F)(F)F